3-cyclohexyl (allyl cyclohexanepropionate) C(C=C)C1(CCCCC1)CCC(=O)OC1CCCCC1